COC1=CC=C(C=CO[C@@H](C(=O)OCC\C=C/CC)C)C=C1 |r| (±)-(Z)-hex-3-en-1-yl 2-((4-methoxystyryl)oxy)propanoate